N-(2-chloro-3-(trifluorometh-yl)benzyl)-7-hydroxy-6,7-dihydro-5H-cyclopenta[b]pyridine-5-carboxamide ClC1=C(CNC(=O)C2CC(C3=NC=CC=C32)O)C=CC=C1C(F)(F)F